[N-](S(=O)(=O)C(F)(F)F)S(=O)(=O)C(F)(F)F.[N-](S(=O)(=O)C(F)(F)F)S(=O)(=O)C(F)(F)F.C1(=CC=CC=C1)C(CP)(C1=CC=CC=C1)C1=CC=CC=C1 triphenyl-ethyl-phosphine bis(trifluoromethanesulfonimide) salt